(±)-cis-N-[8-chloro-6-[4-(hydroxymethyl)-3-pyridyl]-3-isoquinolinyl]-2-fluoro-cyclopropanecarboxamide ClC=1C=C(C=C2C=C(N=CC12)NC(=O)[C@H]1[C@H](C1)F)C=1C=NC=CC1CO |r|